4-[(2R)-3-(3,4-dihydro-1H-isoquinolin-2-yl)-2-hydroxy-propyl]-8-[[1-(oxetan-3-yl)-4-piperidyl]oxy]-2,3-dihydro-1,4-benzoxazepin-5-one C1N(CCC2=CC=CC=C12)C[C@H](CN1CCOC2=C(C1=O)C=CC(=C2)OC2CCN(CC2)C2COC2)O